5-oxo-2,5-dihydrofuran-3-oleate calcium [Ca+2].O=C1C=C(CO1)CCCCCCCC\C=C/CCCCCCCC(=O)[O-].O=C1C=C(CO1)CCCCCCCC\C=C/CCCCCCCC(=O)[O-]